ethyl (1-(1-((1s,4s)-4-isopropylcyclohexyl)piperidin-4-yl)-2-oxoindolin-3-yl)carbamate C(C)(C)C1CCC(CC1)N1CCC(CC1)N1C(C(C2=CC=CC=C12)NC(OCC)=O)=O